1,3,4-thiadiazole S1C=NN=C1